NC1=C2C(=NC=N1)N(N=C2C2=CC=C(C=C2)OC2=CC=CC=C2)C2C(CN(CC2)CC=2C=C1CN(C(C1=CC2)=O)C2C(NC(CC2)=O)=O)F 3-(5-((4-(4-amino-3-(4-phenoxyphenyl)-1H-pyrazolo[3,4-d]pyrimidin-1-yl)-3-fluoropiperidine-1-yl)methyl)-1-oxoisoindolin-2-yl)piperidine-2,6-dione